2-(3,4-dimethoxyphenyl)-3-methyl-5-(4-(1-methylpiperidin-4-yl)piperazin-1-yl)-1H-indole COC=1C=C(C=CC1OC)C=1NC2=CC=C(C=C2C1C)N1CCN(CC1)C1CCN(CC1)C